BrC1=NC(=CC(=C1OCOC)OC(C(C)=O)C)I 3-((2-bromo-6-iodo-3-(methoxymethoxy)pyridin-4-yl)oxy)butan-2-one